6-cyanopyrazolo[4,3-b]pyridine C(#N)C=1C=C2C(=NC1)C=NN2